2-methoxy-2-methyl-1-dimethylethoxysilylmethyl-1-aza-2-silacyclopentane CO[Si]1(N(CCC1)C[Si](OCC)(C)C)C